ClC1=C(C(=O)C=2C(=C(C(=C(C(=O)O)C2)Cl)C(C2=C(C=C(C=C2)Cl)Cl)=O)Cl)C=CC(=C1)Cl bis(2,4-dichlorobenzoyl)2,4-dichlorobenzoic acid